4-methyl-1,2,4-oxathiazinane-2,2-dioxide CN1CS(OCC1)(=O)=O